N-(2,3,6-trifluoro-4-((3-(2-(((3S,5S)-5-fluoropiperidin-3-yl)amino)pyrimidin-4-yl)pyridin-2-yl)oxy)phenyl)-1-(4-(trifluoromethyl)phenyl)methanesulfonamide FC1=C(C(=CC(=C1F)OC1=NC=CC=C1C1=NC(=NC=C1)N[C@@H]1CNC[C@H](C1)F)F)NS(=O)(=O)CC1=CC=C(C=C1)C(F)(F)F